tert-butyl (4-benzyl-7-(3-(tert-butyl)ureido)-3-oxo-3,4-dihydroquinoxalin-2-yl)carbamate C(C1=CC=CC=C1)N1C(C(=NC2=CC(=CC=C12)NC(=O)NC(C)(C)C)NC(OC(C)(C)C)=O)=O